(2S,4r)-1-[(2S)-2-(4-cyclopropyl-triazol-1-yl)-3,3-dimethyl-butyryl]-4-hydroxy-N-[2-(2-isopropyl-1,3-benzoxazol-5-yl)ethyl]pyrrolidine-2-carboxamide C1(CC1)C=1N=NN(C1)[C@H](C(=O)N1[C@@H](C[C@H](C1)O)C(=O)NCCC=1C=CC2=C(N=C(O2)C(C)C)C1)C(C)(C)C